NC1=NC2=CC(=CC=C2C=C1Cl)CN(C(=O)C=1C=NC(=C(C1)F)C1CC1)C=1C(=NC=CC1)S(=O)(=O)C N-[(2-amino-3-chloroquinolin-7-yl)methyl]-6-cyclopropyl-5-fluoro-N-(2-methanesulfonylpyridin-3-yl)pyridine-3-carboxamide